C(CCC)C1=CC(=C(CC(N)C)C=C1OC)OC 4-butyl-2,5-di-methoxyamphetamine